1-(trans-4-(4-chloro-3-fluorophenyl)-1-(2-methoxyethyl)pyrrolidin-3-yl)-3-(1',4-dimethyl-1-phenyl-1h,1'h-[3,4'-bipyrazole]-5-yl)urea ClC1=C(C=C(C=C1)[C@H]1[C@@H](CN(C1)CCOC)NC(=O)NC1=C(C(=NN1C1=CC=CC=C1)C=1C=NN(C1)C)C)F